copper nitrate tri-hydrate O.O.O.[N+](=O)([O-])[O-].[Cu+2].[N+](=O)([O-])[O-]